C1(CCCCC1)P(C1=C(C=CC=C1)C1=C(C=CC=C1)N(C)C)C1CCCCC1 2-dicyclohex-ylphosphino-2'-(N,N-dimethylamino)biphenyl